C(#N)C=1C=C(C=CC1)C=1C=C2C=NN(C2=C(C1)C(=O)NCC1=CC=C(C(=O)O)C=C1)CC1=CC=C(C=C1)C(F)(F)F 4-((5-(3-Cyanophenyl)-1-(4-(trifluoromethyl)benzyl)-1H-indazol-7-amido)methyl)benzoic acid